C(C)(C)(C)OC(=O)N1CCC2(OC3=NC=CC=C3C23SCCCS3)CC1 dispiro[piperidine-4,2'-furo[2,3-b]pyridine-3',2''-[1,3]dithiane]-1-carboxylic acid tert-butyl ester